CC1=CC=C(C=N1)OC=1C(N(C(C1)=O)CC1CCOCC1)=O 3-((6-methylpyridin-3-yl)oxy)-1-((tetrahydro-2H-pyran-4-yl)methyl)-1H-pyrrole-2,5-dione